C1(CC1)C1=NC=NC(=C1C1=CC2=C(C=N1)N(C(N2CC2=CC=C(C=C2)C=2N(C=C(N2)C(F)(F)F)C)=O)CC2CO2)OC 6-(4-Cyclopropyl-6-methoxypyrimidin-5-yl)-1-(4-(1-methyl-4-(trifluoromethyl)-1H-imidazol-2-yl)benzyl)-3-(epoxypropyl)-1,3-dihydro-2H-imidazo[4,5-c]pyridin-2-one